7-(3-hydroxyazetidin-1-yl)-1,6-dimethyl-4-[4-(5-methyl-1,3-benzoxazol-2-yl)piperidin-1-yl]-2-oxo-1,2-dihydroquinoline-3-carboxamide OC1CN(C1)C1=C(C=C2C(=C(C(N(C2=C1)C)=O)C(=O)N)N1CCC(CC1)C=1OC2=C(N1)C=C(C=C2)C)C